COC1=C(C(=CC=2N(CC3=CC=CC=C3C12)C)OC)OC 1,2,3-trimethoxy-5-methyl-phenanthridine